C1(CC1)C=1SC(=CN1)C(=O)NC1=CC(=CC=C1)[C@H](C)NC=1N=C2C(=NC1)NN=C2C (S)-2-cyclopropyl-N-(3-(1-((3-methyl-1H-pyrazolo[3,4-b]pyrazin-5-yl)amino)ethyl)phenyl)thiazole-5-carboxamide